Cl.NC/C(/CN1N=CN(C1=O)C1=CC=CC(=N1)C1=C2C=CC(NC2=CC=C1)=O)=C\F 5-(6-{1-[(2E)-2-(aminomethyl)-3-fluoroprop-2-en-1-yl]-5-oxo-1,5-dihydro-4H-1,2,4-triazol-4-yl}pyridin-2-yl)quinolin-2(1H)-one hydrochloride